2-Amino-6-((2-hydroxyphenyl)amino)-N-(1,2,3,4-tetrahydronaphthalen-2-yl)isonicotinamide NC=1C=C(C(=O)NC2CC3=CC=CC=C3CC2)C=C(N1)NC1=C(C=CC=C1)O